O=C1NCCN(CC1)C(=O)[O-] 5-oxo-1,4-diazepane-1-carboxylate